ClC1=CC(=C(COC2=NC=CC(=N2)C2=CC(=C(CC3=NC4=C(N3C[C@H]3OCC3)C=C(C=C4)C(=O)O)C=C2)F)C=C1)F (S)-2-(4-(2-((4-chloro-2-fluorobenzyl)oxy)pyrimidin-4-yl)-2-fluorobenzyl)-1-(oxetan-2-ylmethyl)-1H-benzo[d]imidazole-6-carboxylic acid